C1(=CC=C(C=C1)SN1CC(CC1)C(=O)O)C.COC(C)(OC)OC trimethoxyethane p-tolylthio-pyrrolidine-3-carboxylate